(2-ethylhexyl) carbonate C(OCC(CCCC)CC)([O-])=O